N-butyl-3-(1,1,1,5,5,5-hexamethyl-3-((trimethylsilyl)oxy)trisiloxan-3-yl)propan-1-imine C(CCC)N=CCC[Si](O[Si](C)(C)C)(O[Si](C)(C)C)O[Si](C)(C)C